OC1=CC(=CC=2C(C3=CC=CC(=C3C(C12)O)O)O)C(=O)O 4,5-dihydroxyl-9,10-dioxyl-9,10-dihydroanthracene-2-carboxylic acid